OC1=CC=C2C3=C(C(OC2=C1)=O)C1=C(O3)C=CC=C1 3-hydroxy-6-oxo-benzofurano[3,2-c]chromen